N2-Butyl-N4-cyclopentyl-5,6,7,8-tetrahydropyrido[3,2-d]pyrimidine-2,4-diamine C(CCC)NC=1N=C(C2=C(N1)CCCN2)NC2CCCC2